1-bromo-4-iodo-2-(methoxyl-methoxy)benzene BrC1=C(C=C(C=C1)I)OCOC